C1(CC1)S(=O)(=O)C1=NC=C(C(=O)NC2=NC(=NC(=C2)C)N2CCC(CC2)(F)F)C(=C1)N1CCC2(CC2)CC1 6-(Cyclopropylsulfonyl)-N-(2-(4,4-difluoropiperidin-1-yl)-6-methylpyrimidin-4-yl)-4-(6-azaspiro[2.5]octan-6-yl)nicotinamide